S1C(=CC=C1)C1=C(C=CC=C1)O 2-(thiophenyl)phenol